FC=1C=C(C=CC1F)[C@H]1N(C[C@@H](CC1)C)C(C(=O)NC=1C=C(C(=NC1)NC(OC(C)(C)C)=O)C)=O tert-butyl N-[5-[[2-[(2S,5R)-2-(3,4-difluorophenyl)-5-methyl-1-piperidyl]-2-oxo-acetyl]amino]-3-methyl-2-pyridyl]carbamate